N-[1-(2,6-Difluoro-4-methoxyphenyl)-4-(2-methylpropyl)-1H-imidazol-2-yl]-4-(difluoromethoxy)benzamide FC1=C(C(=CC(=C1)OC)F)N1C(=NC(=C1)CC(C)C)NC(C1=CC=C(C=C1)OC(F)F)=O